CC(=O)[C@H]1CC[C@@H]2[C@@]1(CC[C@H]3[C@H]2CC[C@@H]4[C@@]3(CC[C@H](C4)O)C)C 5alpha-pregnan-3alpha-ol-20-one